BrC1=C(C(=CC(=C1)OC(F)(F)F)Br)[N+]#[C-] 2,6-DIBROMO-4-(TRIFLUOROMETHOXY)PHENYLISOCYANIDE